2-(10,12-Dihydroxy-6,7,8-trimethoxy-3-methyl-1,5,9,14,16-pentaoxo-5,9,14,16-tetrahydro-1H-2-aza-hexaphen-2-yl)-3-(2-imino-1-methyl-imidazolidin-4-yl)-propionic acid OC1=C2C(C3=C(C4=C(C(=C5C(C=6C=C(N(C(C6C(C5=C4C=C3C(C2=CC(=C1)O)=O)=O)=O)C(C(=O)O)CC1NC(N(C1)C)=N)C)=O)OC)OC)OC)=O